BrC1=CC=C(C=C1)C=1C2=CC=CC=C2C(=C2C=CC=CC12)C1=CC2=CC=CC=C2C=C1 9-(4-bromophenyl)-10-(naphthalen-2-yl)anthracene